ClC=1C=C(C=C(C1)Cl)S(=O)(=O)NC1=CC=C(C=C1)S(NC1=CC(=C(C(=C1)F)F)F)(=O)=O 3,5-dichloro-N-(4-(N-(3,4,5-trifluorophenyl)sulfamoyl)phenyl)benzenesulfonamide